(S)-2-chloro-1-phenylethyl (1-methyl-4-(6-methyl-5-(methyl-sulfonamido)pyridin-2-yl)-1H-1,2,3-triazol-5-yl)carbamate CN1N=NC(=C1NC(O[C@H](CCl)C1=CC=CC=C1)=O)C1=NC(=C(C=C1)NS(=O)(=O)C)C